4-chloro-N-(6-methyl-2-((2-methylbut-3-en-1-yl)amino)pyrimidin-4-yl)-2-(5-vinylthiophen-2-yl)benzamide ClC1=CC(=C(C(=O)NC2=NC(=NC(=C2)C)NCC(C=C)C)C=C1)C=1SC(=CC1)C=C